FC1=CC=C(C=C1)C#CC(=C(C#CC1=CC=C(C=C1)F)C#CC1=CC=C(C=C1)F)[SiH3] tris(4-fluorophenylethynyl)vinylsilane